4,4,5,5-tetramethyl-2-{3-methyl-5-[4-(trifluoromethyl)phenoxy]phenyl}-1,3,2-dioxaborolane CC1(OB(OC1(C)C)C1=CC(=CC(=C1)OC1=CC=C(C=C1)C(F)(F)F)C)C